(R)-6-chloro-2-(6-(3-fluoropyrrolidin-1-yl)pyridin-3-yl)thiazolo[4,5-b]pyridine ClC=1C=C2C(=NC1)N=C(S2)C=2C=NC(=CC2)N2C[C@@H](CC2)F